C(C=C)CC(CC(=O)O)=O.C(CC(=O)C)(=O)OCC=C allyl acetoacetate (allyl acetoacetate)